ClC=1C(=C(C=CC1)NC(C)C=1C=C(C=C2C(N(C(=NC12)N1CCOCC1)C)=O)C)S(=O)(=O)C 8-(1-((3-chloro-2-(methylsulfonyl)phenyl)amino)ethyl)-3,6-dimethyl-2-morpholinoquinazolin-4(3H)-one